1-(Benzyloxy)-4-[(1S)-1-isocyanatoethyl]benzene C(C1=CC=CC=C1)OC1=CC=C(C=C1)[C@H](C)N=C=O